6-(1-Methyl-1H-pyrazol-4-yl)-4-(4-nitrophenoxy)pyrazolo[1,5-a]pyridine-3-carbonitrile CN1N=CC(=C1)C=1C=C(C=2N(C1)N=CC2C#N)OC2=CC=C(C=C2)[N+](=O)[O-]